O=C1NC(CCC1N1C(C2=CC=CC=C2C1)=O)=O 2-(2,6-dioxopiperidin-3-yl)-1-oxoisoindol